CC(C)(C)[S@](=O)/N=C/[C@@H](C)O[C@@H](C(F)(F)F)C (S)-2-methyl-N-((R,E)-2-(((R)-1,1,1-trifluoropropan-2-yl)oxy)propylidene)propane-2-sulfinamide